2-((trimethylsiloxy)methyl)tetrahydrofuran C[Si](OCC1OCCC1)(C)C